N1C=CC2=NC(=CC=C21)OC=2C=C(C(=O)NN)C=CC2 3-((1H-pyrrolo[3,2-b]pyridin-5-yl)oxy)benzohydrazide